(1S,2S)-2-((6-(4-((((R)-1-(2-methoxyphenyl)ethoxy)carbonyl)amino)-3-methylisoxazol-5-yl)pyridin-3-yl)carbamoyl)cyclohexane-1-carboxylic acid COC1=C(C=CC=C1)[C@@H](C)OC(=O)NC=1C(=NOC1C1=CC=C(C=N1)NC(=O)[C@@H]1[C@H](CCCC1)C(=O)O)C